tris(2-pyridylmethyl)amine iron [Fe].N1=C(C=CC=C1)CN(CC1=NC=CC=C1)CC1=NC=CC=C1